N1C=C(C=C1)N Azol-3-amine